N-(4-bromophenyl)-2-(3-methyl-1H-indazol-5-yl)-6-morpholinoimidazo[1,2-a]pyrazin-3-amine BrC1=CC=C(C=C1)NC1=C(N=C2N1C=C(N=C2)N2CCOCC2)C=2C=C1C(=NNC1=CC2)C